Cl.COC(=O)C=1C(=CC=C2C1N=C(O2)C)OC[C@@H](CC2=CC=CC=C2)N (R)-5-(2-amino-3-phenylpropoxy)-2-methylbenzo[d]oxazole-4-carboxylic acid methyl ester hydrochloride